2-methyl-1-oxoisoquinoline-6-carboxylic acid CN1C(C2=CC=C(C=C2C=C1)C(=O)O)=O